(1R,3S,5R)-N-(6-bromopyrazin-2-yl)-5-methyl-2-azabicyclo[3.1.0]hexane-3-carboxamide BrC1=CN=CC(=N1)NC(=O)[C@H]1N[C@@H]2C[C@@]2(C1)C